COC1=CC=C(C=C1)/C=C/C(=O)F (E)-3-(4-methoxyphenyl)acryloyl fluoride